CC1(C2=CC=CC=C2N(C=2C=CC=CC12)C=1C=C(C=CC1)C1=NC(=CC=C1)C1=CC(=CC=C1)N1C=2C=CC=CC2C(C2=CC=CC=C12)(C)C)C 2,6-bis(3-(9,9-dimethylacridin-10(9H)-yl)phenyl)pyridine